BrC=1N=CC(=NC1)NC(=O)C1(CCC1)C=1C=NC=C(C1)Br 1-(5-Bromo-pyridin-3-yl)-cyclobutanecarboxylic acid (5-bromo-pyrazin-2-yl)-amide